tert-butyl 9-((1-((benzyloxy)carbonyl) piperidin-4-yl) methyl)-3,9-diazaspiro[5.5]undecane-3-carboxylate C(C1=CC=CC=C1)OC(=O)N1CCC(CC1)CN1CCC2(CCN(CC2)C(=O)OC(C)(C)C)CC1